N-(2-chloro-3-fluorophenyl)-2-(hydroxyimino)acetamide Uridine-di-phosphate P(=O)(O)(O)O.P(=O)(O)(O)O.[C@@H]1([C@H](O)[C@H](O)[C@@H](CO)O1)N1C(=O)NC(=O)C=C1.ClC1=C(C=CC=C1F)NC(C=NO)=O